BrCCOC1=C(C=C(C=C1)NC(=O)C1CC1)C=1C(=NOC1C)C N-[4-(2-bromoethoxy)-3-(3,5-dimethylisoxazol-4-yl)phenyl]cyclopropanecarboxamide